FCCCOCCCF 1-fluoro-3-(3-fluoropropoxy)propane